1-(pyridin-4-ylmethyl)-1H-pyrazol-3-amine N1=CC=C(C=C1)CN1N=C(C=C1)N